N[C@@H]1CC(N(C1)C1=CC=C(C=C1)S(=O)(=O)N1CCN(CC1)C1=NC(=CC(=C1)C(F)(F)[C@@H]1CC[C@H](CC1)C(=O)N1CC(C1)CN)Cl)=O Trans-(4R)-4-amino-1-[4-[4-[4-[[4-[3-(aminomethyl)azetidine-1-carbonyl]cyclohexyl]-difluoro-methyl]-6-chloro-2-pyridyl]piperazin-1-yl]sulfonylphenyl]pyrrolidin-2-one